dibutyltitanium dichloride [Cl-].[Cl-].C(CCC)[Ti+2]CCCC